6-acetyl-8-cyclopentyl-5-methyl-2-((5-(piperazin-1-yl)pyridine-2-yl)amino)pyrido[2,3-d]pyrimidin-7(8H)-one C(C)(=O)C1=C(C2=C(N=C(N=C2)NC2=NC=C(C=C2)N2CCNCC2)N(C1=O)C1CCCC1)C